7-deaza-7-iodo-5'-O-tert-butyldimethylsilyl-3'-O-methylsulfanylmethyl-2'-deoxyguanosine IC1=CN([C@H]2C[C@H](OCSC)[C@@H](CO[Si](C)(C)C(C)(C)C)O2)C=2N=C(NC(C12)=O)N